C1(CC1)C1=C(C(=NO1)C1=C(C=CC=C1Cl)Cl)CO[C@@H]1[C@H]2[C@@H](N([C@@H](C1)C2)C2=CC=C(C=N2)C(=O)NS(=O)(=O)C2NCOC2)C 6-[(1R,3S,4R,5S)-5-{[5-cyclopropyl-3-(2,6-dichlorophenyl)-1,2-oxazol-4-yl]methoxy}-3-methyl-2-azabicyclo[2.2.1]heptane-2-yl]-N-(oxazolidine-4-sulfonyl)pyridine-3-carboxamide